C(C=C)(=O)N1C(COCC1)C=1C=C(C=C(C1)Cl)C1=CC(NC=C1)=O 4-(3-(4-acryloylmorpholin-3-yl)-5-chlorophenyl)pyridin-2(1H)-one